4-(2-(4-(dimethylamino)-2-hydroxybenzylidene)hydrazineyl)benzoic acid CN(C1=CC(=C(C=NNC2=CC=C(C(=O)O)C=C2)C=C1)O)C